diethylbis[3,4-dibromobut-3-en-1-yl-oxy]silane C(C)[Si](OCCC(=CBr)Br)(OCCC(=CBr)Br)CC